tert-Butyl 5-bromo-6-fluoropyridin-2-ylcarbamate BrC=1C=CC(=NC1F)NC(OC(C)(C)C)=O